ON1[C@@H]2CC[C@H](N(C1=O)C2)C(NC(=O)C2=NC=C(C=C2)C(F)(F)F)=N N-(((2S,5R)-6-hydroxy-7-oxo-1,6-diazabicyclo[3.2.1]oct-2-yl)(imino)methyl)-5-(trifluoromethyl)pyridinecarboxamide